2-diethylamino-1,3-diethylimidazolium C(C)N(C=1N(C=C[N+]1CC)CC)CC